(7-amino-5-((3S)-2-((R)-2-((tert-butoxycarbonyl)amino)-3-cyclohexylpropionyl)-2-azabicyclo[2.2.1]Heptane-3-carboxamido)-6-hydroxy-7-oxoheptyl)carbamic acid phenylmethyl ester C1(=CC=CC=C1)COC(NCCCCC(C(C(=O)N)O)NC(=O)[C@H]1N(C2CCC1C2)C([C@@H](CC2CCCCC2)NC(=O)OC(C)(C)C)=O)=O